ClN1C=C(OC(C1)C)C1CC1 4-chloro-2-cyclopropyl-6-methyl-6H-[1,4]oxazine